5-(2-((4-chlorobenzyl)amino)pyrimidin-5-yl)-1,3,4-oxadiazole-2(3H)-on ClC1=CC=C(CNC2=NC=C(C=N2)C2=NNC(O2)=O)C=C1